(9-(4-fluorophenyl)-6-oxaspiro[4.5]dec-8-yl)methyl-1-(3-methoxythiophen-2-yl)methylamine hydrochloride Cl.FC1=CC=C(C=C1)C1C(COC2(CCCC2)C1)CNCC=1SC=CC1OC